6-(4-Methylmercaptophenyl)nicotinic acid methyl ester COC(C1=CN=C(C=C1)C1=CC=C(C=C1)SC)=O